BrC=1C=C(C=CC1)C(C(=O)N1CCOCC1)=O 1-(3-bromophenyl)-2-morpholinoethane-1,2-dione